N1=C(C=CC=C1)NC1=CC=C(C=C1)C1=CC=C(C=C1)NC1=NC=CC=C1 bis-pyridylaminobiphenyl